ClC=1C(=C(C=CC1)NC1=C(NC2=C1C(NCC2)=O)C2=C(C=NC=C2)OC[C@@H]2N(CC2)C(\C=C\CN2C[C@@H](CC2)OC)=O)OC 3-[(3-chloro-2-methoxyphenyl)amino]-2-(3-{[(2R)-1-[(2E)-4-[(3R)-3-methoxypyrrolidin-1-yl]but-2-enoyl]azetidin-2-yl]methoxy}pyridin-4-yl)-1H,5H,6H,7H-pyrrolo[3,2-c]pyridin-4-one